N-((2S,3S)-4,4-difluoro-3-hydroxy-1-(hydroxyamino)-3-methyl-1-oxobutan-2-yl)-4-((2-(hydroxy-methyl)cyclopropyl)buta-1,3-diyn-1-yl)benzamide FC([C@@]([C@@H](C(=O)NO)NC(C1=CC=C(C=C1)C#CC#CC1C(C1)CO)=O)(C)O)F